Cl.N1=CNC=2CN[C@@H](CC21)C(=O)O (S)-4,5,6,7-tetrahydro-3H-imidazo[4,5-c]pyridine-6-carboxylic acid, hydrochloride salt